Cl.CN(CCC(=O)O)C N,N-dimethyl-β-alanine hydrochloride